2-phenylpropan-1-al C1(=CC=CC=C1)C(C=O)C